NC=1C=C(C=CC1NC)C1=CC2=NC3=CC=C(C=C3OC2=CC1=O)N(CC)CC 2-(3-amino-4-(methyl-amino)phenyl)-7-(diethylamino)-3H-phenoxazin-3-one